FC1(C(C1)C=1C=NC(=NC1)N1CCN(CC1)C(CCOC[C@H](C)NC1=C(C(NN=C1)=O)C(F)(F)F)=O)F 5-(((S)-1-(3-(4-(5-(2,2-difluorocyclopropyl)pyrimidin-2-yl)piperazin-1-yl)-3-oxopropoxy)propan-2-yl)amino)-4-(trifluoromethyl)pyridazin-3(2H)-one